tert-butyl (1R,3s,5S)-3-(4-formylphenoxy)-8-azabicyclo[3.2.1]octane-8-carboxylate C(=O)C1=CC=C(OC2C[C@H]3CC[C@@H](C2)N3C(=O)OC(C)(C)C)C=C1